C(=O)(OC(C)(C)C)N[C@H](CCO)C(=O)O Boc-D-homoserine